O[C@@H](COC1=CC(=C(CN2C(N([C@H](C3=CC=C(C=C23)C(=O)NCC2=C(C=C(C=C2F)F)F)C)C)=O)C(=C1)F)F)CO (S)-1-(4-((R)-2,3-dihydroxypropoxy)-2,6-difluorobenzyl)-3,4-dimethyl-2-oxo-N-(2,4,6-trifluorobenzyl)-1,2,3,4-tetrahydroquinazolin-7-carboxamide